3-O-caffeoyl-D-quinic acid C1[C@H]([C@H]([C@@H](C[C@@]1(C(=O)[O-])O)OC(=O)/C=C/C2=CC(=C(C=C2)O)O)O)O